CC1(N(C(C1)=O)OS(=O)(=O)O)C (S)-2,2-dimethyl-4-oxo-1-(sulfooxy)-azetidin